ClC=1CCC(=C2SC3=CC=CC=C3C(C12)=O)OCCC 1-chloro-4-propoxy-3H-thioxanthone